1-(5-methylthiazol-4-yl)ethan-1-ol CC1=C(N=CS1)C(C)O